COC1=C(CNC2=NC=3C=C(C(=CC3C=3N2N=C(N3)[C@H]3CN[C@H](CC3)C)F)OC)C=CC(=C1)OC N-(2,4-dimethoxybenzyl)-9-fluoro-8-methoxy-2-((3R,6S)-6-methylpiperidin-3-yl)-[1,2,4]triazolo[1,5-c]quinazolin-5-amine